BrC=1SC2=C(N1)C=C(C=C2)CN[C@H](C)C2=C(C=CC=C2)F (R)-N-((2-bromobenzothiazol-5-yl)methyl)-1-(2-fluorophenyl)ethane-1-amine